C(C)OC(C(OC1=CC=C(C2=C1N=C(O2)N2CC1CCC(C2)N1C(=O)OC(C)(C)C)N1N=CC=N1)(F)F)=O tert-Butyl 3-(4-(2-ethoxy-1,1-difluoro-2-oxoethoxy)-7-(2H-1,2,3-triazol-2-yl)benzo[d]oxazol-2-yl)-3,8-diazabicyclo[3.2.1]octane-8-carboxylate